COC=1C=C(N)C=CC1[N+](=O)[O-] 3-methoxy-4-nitroaniline